tert-butyl 4'-bromomethylbiphenyl-2-carboxylate BrCC1=CC=C(C=C1)C=1C(=CC=CC1)C(=O)OC(C)(C)C